N-(2-methylpropyl)-2-pyrrolidone CC(CN1C(CCC1)=O)C